C(CCCCCC)C1=C(C(C2=C(N=CS2)C1=O)=O)O 5-Heptyl-6-hydroxy-1,3-benzothiazole-4,7-dione